3-hydroxy-1-phenyl-3,4-dihydroquinolin-2-one OC1C(N(C2=CC=CC=C2C1)C1=CC=CC=C1)=O